5-((2-((1r,3r,5r,7r)-2-azaadamantan-2-yl)-5-chloropyrimidin-4-yl)amino)-3-(3-hydroxy-3-methylbutyl)-1-methyl-1,3-dihydro-2H-benzo[d]imidazol-2-one C12N(C3CC(CC(C1)C3)C2)C2=NC=C(C(=N2)NC2=CC3=C(N(C(N3CCC(C)(C)O)=O)C)C=C2)Cl